ClC1=NC2=CC(=C3C(=C2C=C1)C(N(C3(O)C3=C(C=CC(=C3)F)Cl)CC3=CC=C(C=C3)OC)=O)NC(C3=CC(=CC(=C3)F)C(F)(F)F)=O N-[7-chloro-3-(2-chloro-5-fluorophenyl)-3-hydroxy-2-[(4-methoxyphenyl)methyl]-1-oxo-2,3-dihydro-1H-pyrrolo[4,3-f]quinolin-4-yl]-5-fluoro-3-(trifluoromethyl)benzamide